3-(2,6-difluoro-3,5-dimethoxyphenyl)-1-ethyl-8-(morpholinomethyl)-1,3,4,7-tetrahydro-2H-pyrrolo[3',2':5,6]pyrido[4,3-d]pyrimidine-2-thione FC1=C(C(=C(C=C1OC)OC)F)N1C(N(C2=C(C1)C=NC1=C2C=C(N1)CN1CCOCC1)CC)=S